4-((6Z,9Z,28Z,31Z)-heptatriaconta-6,9,28,31-tetraen-19-yl-oxy)-N,N-dimethylbutan-1-amine CCCCC\C=C/C\C=C/CCCCCCCCC(CCCCCCCC\C=C/C\C=C/CCCCC)OCCCCN(C)C